FC(C(=O)O)(F)F.NC=1C=C(N(C1)C)C(=O)NC1=CC=C(C=C1)NC([C@H](C)NC([C@H](C(C)C)NC(OCC=C)=O)=O)=O allyl ((S)-1-(((S)-1-((4-(4-amino-1-methyl-1H-pyrrole-2-carboxamido)phenyl)amino)-1-oxopropan-2-yl)amino)-3-methyl-1-oxobutan-2-yl)carbamate trifluoroacetate salt